4-(3-Cyclopropyl-4-((5-(4,5-dimethyl-2-nitrophenyl)thiophen-2-yl)methylene)-3-ethyl-5-oxo-4,5-dihydro-1H-pyrazol-1-yl)benzoic acid C1(CC1)C1(NN(C(C1=CC=1SC(=CC1)C1=C(C=C(C(=C1)C)C)[N+](=O)[O-])=O)C1=CC=C(C(=O)O)C=C1)CC